5-(phenylsulfonyl)benzo[c]isoxazole-3-carboxylic acid C1(=CC=CC=C1)S(=O)(=O)C1=CC=2C(=NOC2C(=O)O)C=C1